S1C(=NC2=C1C=CC=C2)NC2=NN=C(C=1CCCCC21)NC=2SC=C(N2)C(=O)OCC ethyl 2-[[4-(1,3-benzothiazol-2-ylamino)-5,6,7,8-tetrahydrophthalazin-1-yl]amino]thiazole-4-carboxylate